BrC=1C=2N(C=C(C1)OCOC)N=CC2CC 4-bromo-3-ethyl-6-(methoxymethoxy)pyrazolo[1,5-a]pyridine